N1=CC(=CC2=CC=CN=C12)C=1C=CN2N=C(N=CC21)C2(CC(C2)NC)N 1-(5-(1,8-naphthyridin-3-yl)pyrrolo[2,1-f][1,2,4]triazin-2-yl)-N3-methylcyclobutane-1,3-diamine